C1(CC1)CN1C(CC(CC1)=O)=O (cyclopropylmethyl)piperidine-2,4-dione